FC1(CCC(CC1)N(C(=O)[C@H]1N([C@@H]2C[C@@H]2C1)S(=O)(=O)C1=CC=C(C=C1)OC)CC1=CC2=C(CCO2)C=C1)F (1R,3S,5R)-2-(4-Methoxy-benzenesulfonyl)-2-azabicyclo[3.1.0]hexane-3-carboxylic acid (4,4-difluoro-cyclohexyl)-(2,3-dihydro-benzofuran-6-ylmethyl)-amide